COC1=CC=C(C=C1)C=1SC=NN1 (4-methoxyphenyl)-1,3,4-thiadiazole